iron-nickel-niobium-molybdenum [Mo].[Nb].[Ni].[Fe]